2-(3-cyano-4-isobutyloxyphenyl)-4-methylthiazole-5-formic acid C(#N)C=1C=C(C=CC1OCC(C)C)C=1SC(=C(N1)C)C(=O)O